COC(C1=CC(=C(C(=C1)OC)O)N)=O 3-Amino-4-hydroxy-5-methoxybenzoic acid methyl ester